C1(CC1)NC1=C(C=C(C(=C1)[N+](=O)[O-])F)OC N-cyclopropyl-4-fluoro-2-methoxy-5-nitroaniline